NC=1C2=C(N=CN1)N(C(=C2C2=CC=C(C=C2)OC2COC2)C#CC2CN(C2)C2CCN(CC2)C(C=C)=O)C(C)C 1-(4-(3-((4-amino-7-isopropyl-5-(4-(oxetan-3-yloxy)phenyl)-7H-pyrrolo[2,3-d]pyrimidin-6-yl)ethynyl)azetidin-1-yl)piperidin-1-yl)prop-2-en-1-one